C(CCCCCCCCCCCCCCCCC)(=O)OCCOC(CCCCCCCCCCCCCCCCC)=O ethylene glycol distearate